BrC1=CC(=C(S1)C(=O)OC)NC=1SC(=C(N1)C1=CC(=C(C=C1)Cl)C(F)(F)F)C(C)C methyl 5-bromo-3-(4-(4-chloro-3-(trifluoromethyl)phenyl)-5-isopropylthiazol-2-ylamino)thiophene-2-carboxylate